C(C1=CC=CC=C1)OC1=CC(=C(C2=C1CCO2)C(=O)O)C 4-(benzyloxy)-6-methyl-2,3-dihydrobenzofuran-7-carboxylic acid